[N]=O MONO-NITROGEN OXIDE